FC(C1=C(C=CC(=C1)C)C=1C=2N(C(=NN1)N[C@H]1CN(CCC1)C)C=CC2)F 1-[2-(Difluoromethyl)-4-methyl-phenyl]-N-[(3R)-1-methyl-3-piperidyl]pyrrolo[1,2-d][1,2,4]triazin-4-amine